FC=1C=C(OC=2C=C(C(=O)O)C=C(C2)NC2=C(C=NC3=CC(=CC=C23)C=2C(=NC(=NC2)OC)OC)C(=O)OCC)C=C(C1)F 3-(3,5-Difluorophenoxy)-5-((7-(2,4-dimethoxypyrimidin-5-yl)-3-(ethoxycarbonyl)quinolin-4-yl)amino)benzoic acid